C1(=CC=CC=C1)S(=O)(=O)C=CC(=O)NCCN1N=C(C=CC1=O)C1=C(N=C(S1)C)C 3-(benzenesulfonyl)-N-[2-[3-(2,4-dimethyl-1,3-thiazol-5-yl)-6-oxopyridazin-1-yl]ethyl]acrylamide